N-[(1R,3S)-3-{[6-chloro-2-(trifluoromethyl)quinolin-4-yl]amino}cyclohexyl]-1-(1,1-dioxo-1λ6-thia-cyclopent-3-yl)-1H-pyrazole-4-carboxamide ClC=1C=C2C(=CC(=NC2=CC1)C(F)(F)F)N[C@@H]1C[C@@H](CCC1)NC(=O)C=1C=NN(C1)C1CS(CC1)(=O)=O